1-Tert-butyl (4S)-3,3-difluoro-4-[4-[1-[1-[(4-methoxyphenyl)methyl]-2,6-dioxo-3-piperidyl]-3-methyl-2-oxo-imidazo[4,5-c]pyridin-4-yl]piperazin-1-yl]piperidine-1-carboxylate FC1(CN(CC[C@@H]1N1CCN(CC1)C1=NC=CC2=C1N(C(N2C2C(N(C(CC2)=O)CC2=CC=C(C=C2)OC)=O)=O)C)C(=O)OC(C)(C)C)F